N[C@H](CC1=C(C2=NC(=CC(=C2O1)NCC=1OC=CC1)Cl)C=1OC=NN1)C 2-[(2S)-2-aminopropyl]-5-chloro-N-(furan-2-ylmethyl)-3-(1,3,4-oxadiazol-2-yl)furo[3,2-b]pyridin-7-amine